1,3,5-trichlorobenzoic acid ClC1(C(=O)O)CC(=CC(=C1)Cl)Cl